[Pt].[Pt].C(C=1C(C(=O)OCC)=CC=CC1)(=O)OCC diethyl phthalate diplatinum